COC1=CC2=C(N=CO2)C(=C1)CO (6-methoxybenzo[d]oxazol-4-yl)methanol